3-(2-(((2-bromopyridin-4-yl)oxy)methyl)-6-cyclopropylimidazo[1,2-a]pyridin-8-yl)propanenitrile BrC1=NC=CC(=C1)OCC=1N=C2N(C=C(C=C2CCC#N)C2CC2)C1